tert-butyl ((1R,2R)-2-(2-(3-((5-cyanopyrazin-2-yl)amino)-1H-pyrazol-5-yl)-3-fluoro-5-methylphenoxy)cyclopentyl)carbamate C(#N)C=1N=CC(=NC1)NC1=NNC(=C1)C1=C(O[C@H]2[C@@H](CCC2)NC(OC(C)(C)C)=O)C=C(C=C1F)C